(S)-N-{(S)-[1-(bicyclo[1.1.1]pentan-1-yl)-1H-1,2,3-triazol-4-yl](6-fluoro-2-methylpyridin-3-yl)methyl}-2-methylpropane-2-sulfonamide C12(CC(C1)C2)N2N=NC(=C2)[C@@H](NS(=O)(=O)C(C)(C)C)C=2C(=NC(=CC2)F)C